N-(1-(3,3-difluorocyclobutyl)-2-oxo-1,2-dihydropyridin-3-yl)-2-((1S,6R)-6-(difluoromethyl)-3-azabicyclo[4.1.0]heptan-3-yl)-4-((N-methylsulfamoyl)amino)benzamide FC1(CC(C1)N1C(C(=CC=C1)NC(C1=C(C=C(C=C1)NS(NC)(=O)=O)N1C[C@H]2C[C@]2(CC1)C(F)F)=O)=O)F